CN1[C@@H](C[C@@H](C1)C)COC=1N=C(C2=C(N1)CN(CC2)C2=CC=CC1=CC=CC(=C21)C)N2C[C@@H](NCC2)CC#N 2-[(2S)-4-[2-[[(2S,4S)-1,4-dimethylpyrrolidin-2-yl]methoxy]-7-(8-methyl-1-naphthyl)-6,8-dihydro-5H-pyrido[3,4-d]pyrimidin-4-yl]piperazin-2-yl]acetonitrile